CC1=NOC(=C1C=1C=C(C=CC1OCCN1CCOCC1)NC(=O)C1C(C1)OCC)C N-[3-(3,5-dimethylisoxazol-4-yl)-4-(2-morpholinoethoxy)phenyl]-2-ethoxy-cyclopropanecarboxamide